(2r,3s)-2-(hydroxymethyl)-3,6-dihydro-2H-pyran-3-ol OC[C@H]1OCC=C[C@@H]1O